BrC=1C(=C(C=C2C(N(C=NC12)COCC[Si](C)(C)C)=O)C)C 8-bromo-6,7-dimethyl-3-((2-(trimethylsilyl)ethoxy)methyl)quinazolin-4(3H)-one